CC1=C(C(=O)P(C2=C(C=C(C=C2)CCCCC)CCCCC)=O)C(=CC(=C1)C)C (2,4,6-trimethylbenzoyl)-2,4-dipentylphenylphosphine oxide